COC(=O)C=1C=C2C(=NN(C2=CC1)CC(=O)N(C1CC1)CC(=O)NCC1=C(C(=CC=C1)Cl)F)C(N)=O.C(=O)(OC(C)(C)C)N1C[C@H](CC1)CO (S)-1-Boc-3-hydroxymethyl-pyrrolidine Methyl-3-carbamoyl-1-(2-((2-((3-chloro-2-fluorobenzyl)amino)-2-oxoethyl)(cyclopropyl)amino)-2-oxoethyl)-1H-indazole-5-carboxylate